N-(4-(aminomethyl)-pyridin-2-yl)-5-(1H-pyrazol-4-yl)thiazolo-[5,4-b]pyridin-2-amine NCC1=CC(=NC=C1)NC=1SC2=NC(=CC=C2N1)C=1C=NNC1